6-benzyl-1,3-bis(piperazin-1-yl)-5,6,7,8-tetrahydro-2,6-naphthyridine-4-carbonitrile hydrochloride Cl.C(C1=CC=CC=C1)N1CC=2C(=C(N=C(C2CC1)N1CCNCC1)N1CCNCC1)C#N